(S)-2-(6-(5-Chloro-2-((tetrahydro-2H-pyran-4-yl)amino)pyrimidin-4-yl)-1-oxo-3,4-dihydropyrrolo[1,2-c]pyrimidin-2(1H)-yl)-N-((S)-1-(3-fluoro-5-methoxyphenyl)-2-hydroxyethyl)propanamide ClC=1C(=NC(=NC1)NC1CCOCC1)C=1C=C2N(C(N(CC2)[C@H](C(=O)N[C@H](CO)C2=CC(=CC(=C2)OC)F)C)=O)C1